Cl.C1=C(C=CC2=CC=CC=C12)C(=O)N beta-naphthoamide hydrochloride